(1-(4-carbamoyl-2-chlorophenyl)ethyl)-3-fluoro-N-(pyridin-3-ylmethyl)benzamide C(N)(=O)C1=CC(=C(C=C1)C(C)C1=C(C(=O)NCC=2C=NC=CC2)C=CC=C1F)Cl